2,4,6-tris(dimethylaminomethyl)Phenol CN(C)CC1=C(C(=CC(=C1)CN(C)C)CN(C)C)O